6-hydroxy-3-(1-methylpiperidin-4-yl)-1-((2-(trimethylsilyl)ethoxy)methyl)-1H-pyrrolo[3,2-b]pyridine-7-carbaldehyde OC=1C(=C2C(=NC1)C(=CN2COCC[Si](C)(C)C)C2CCN(CC2)C)C=O